2,3-dimethyl-p-benzoquinone CC1=C(C(=O)C=CC1=O)C